p-bromomethyl-benzenesulfonic acid BrCC1=CC=C(C=C1)S(=O)(=O)O